dicyanoethanolate C(#N)C(C)([O-])C#N